monofluorophosphoric acid lithium fluoroborate F[B-](F)(F)F.[Li+].P(O)(O)(=O)F